4-amino-4-methylpiperidin-1-yl-5-(2,6-dichlorophenylthio)furan-2-methanone NC1(CCN(CC1)C1=C(OC(=C1)SC1=C(C=CC=C1Cl)Cl)C=O)C